FC=1C=CC(=C(C1)C1=CC(N(C=N1)C[C@@]1(CCN(CC12CCCC2)C(=O)N2[C@@H](CNCC2)C2=CC=CC=C2)O)=O)OC 6-(5-Fluoro-2-methoxyphenyl)-3-(((S)-10-hydroxy-7-((R)-2-phenylpiperazine-1-carbonyl)-7-azaspiro[4.5]decan-10-yl)methyl)pyrimidin-4(3H)-one